C(C(C)C)(=O)OC=1C=CC=C2C(=CNC12)CCN1CCCC1 3-(2-(pyrrolidin-1-yl) ethyl)-1H-indol-7-yl isobutyrate